4-[5-(2-aminoethyl)pyrimidin-2-yl]-3-[[4-(5-fluoropyridin-3-yl)-2-methylimidazol-1-yl]methyl]benzonitrile NCCC=1C=NC(=NC1)C1=C(C=C(C#N)C=C1)CN1C(=NC(=C1)C=1C=NC=C(C1)F)C